(E)-3,4-dimethoxycinnamic acid COC=1C=C(/C=C/C(=O)O)C=CC1OC